ClC=1C=NN(C(C1CCOS(=O)(=O)C1=CC=C(C=C1)C)=O)CC(=O)OCC ethyl 2-[4-chloro-6-oxo-5-[2-(p-tolylsulfonyloxy)ethyl]pyridazin-1-yl]acetate